methyl (S)-4-(5-amino-4-((((4-fluorophenyl)methyl-d2)sulfonyl)oxy)-3-oxo-2,3-dihydrofuran-2-yl-2-d)benzoate NC1=C(C([C@](O1)([2H])C1=CC=C(C(=O)OC)C=C1)=O)OS(=O)(=O)C([2H])([2H])C1=CC=C(C=C1)F